(+/-)-(trans)-2-(2-((tert-butyldimethylsilyl)oxy)ethyl)cyclopropaneFormic acid [Si](C)(C)(C(C)(C)C)OCC[C@H]1[C@@H](C1)C(=O)O |r|